C(C1=CC=CC=C1)OC(=O)N1CCC(CC1)N1C(CCCC1)COC (methoxymethyl)[1,4'-bipiperidine]-1'-carboxylic acid benzyl ester